trans-tert-butyl ((1r,4r)-4-(4-benzylpiperazin-1-yl)cyclohexyl)carbamate C(C1=CC=CC=C1)N1CCN(CC1)[C@@H]1CC[C@H](CC1)NC(OC(C)(C)C)=O